(Z)-6-((2-(2,6-dioxopiperidin-3-yl)-1,3-dioxoisoindolin-4-yl)amino)-N-(2-(4-(1,2-diphenylbut-1-en-1-yl)phenoxy)ethyl)-N-methylhexanamide O=C1NC(CCC1N1C(C2=CC=CC(=C2C1=O)NCCCCCC(=O)N(C)CCOC1=CC=C(C=C1)\C(=C(\CC)/C1=CC=CC=C1)\C1=CC=CC=C1)=O)=O